ClC1=NC=CC=C1C1=CC=C(C=C1)S(=O)(=O)NCCN1CCC(CC1)CN1N=NC(=C1)C1=C(NC2=CC=C(C=C12)F)C(CC(C)C)=O 4-(2-chloropyridin-3-yl)-N-(2-(4-((4-(5-fluoro-2-(3-methylbutyryl)-1H-indol-3-yl)-1H-1,2,3-triazol-1-yl)methyl)piperidin-1-yl)ethyl)benzenesulfonamide